N[C@@H](C(=O)O)CCCCN1N=NC(=C1)COCC(COCC(CO)CO)COCC(CO)CO (R)-2-amino-6-(4-((3-(3-hydroxy-2-(hydroxymethyl)propoxy)-2-((3-hydroxy-2-(hydroxymethyl)propoxy)methyl)propoxy)methyl)-1H-1,2,3-triazol-1-yl)hexanoic acid